ClC=1C(=NC(=NC1)NC=1C=C(C=NC1)N1C(C2(CC1)CCN(CC2)CC2CCN(CC2)C2=CC=C(C=C2)[N+](=O)[O-])=O)C2=CC=C(C=C2)Cl 2-(5-((5-chloro-4-(4-chlorophenyl)pyrimidin-2-yl)amino)pyridin-3-yl)-8-((1-(4-nitrophenyl)piperidin-4-yl)methyl)-2,8-diazaspiro[4.5]decan-1-one